(Z)-6-((2,6-dibromobenzyl)sulfonyl)-2-(4-hydroxy-3-nitrobenzylidene)-2H-benzo[b][1,4]thiazin-3(4H)-one BrC1=C(CS(=O)(=O)C2=CC3=C(S\C(\C(N3)=O)=C/C3=CC(=C(C=C3)O)[N+](=O)[O-])C=C2)C(=CC=C1)Br